2-(2-methoxy-phenoxy)-1-(4-methoxy-phenyl)-ethanone COC1=C(OCC(=O)C2=CC=C(C=C2)OC)C=CC=C1